methyl 3-methoxy-2-(methyl(3-(4-(3-oxo-3-phenylpropyl)-1,3-dioxolan-2-yl)phenyl)amino)acrylate COC=C(C(=O)OC)N(C1=CC(=CC=C1)C1OCC(O1)CCC(C1=CC=CC=C1)=O)C